(E)-2-((4,5-dimethoxy-2-methyl-3,6-dioxocyclohex-1,4-dien-1-yl)methylene)undecanoic acid COC=1C(C(=C(C(C1OC)=O)\C=C(\C(=O)O)/CCCCCCCCC)C)=O